2-Chloro-4-((3R)-8-(4-(4-((4-(2-((2,6-dioxopiperidin-3-yl)amino)phenyl)piperazin-1-yl)methyl)piperidine-1-carbonyl)phenyl)-3-methyl-2,8-diazaspiro[4.5]decan-2-yl)benzonitrile ClC1=C(C#N)C=CC(=C1)N1CC2(C[C@H]1C)CCN(CC2)C2=CC=C(C=C2)C(=O)N2CCC(CC2)CN2CCN(CC2)C2=C(C=CC=C2)NC2C(NC(CC2)=O)=O